5-chloro-2,4-dimethylpyridin ClC=1C(=CC(=NC1)C)C